Methyl-3-(pyrimidin-5-ylmethyl)imidazoline-2,4-dione CN1C(N(C(C1)=O)CC=1C=NC=NC1)=O